CN1C(NC2=CC(=CC=C2C1)C(=O)NCC1=CC(=CC=C1)N1CCN(CC1)C)=O 3-methyl-N-(3-(4-methylpiperazin-1-yl)benzyl)-2-oxo-1,2,3,4-tetrahydroquinazoline-7-carboxamide